The molecule is a cholestanoyl-CoA formed by thioester linkage between 3alpha,7alpha-dihydroxy-24-oxo-5beta-cholestan-26-oic acid and coenzyme A. It has a role as a human metabolite and a mouse metabolite. It is a conjugate acid of a 3alpha,7alpha-dihydroxy-24-oxo-5beta-cholestan-26-oyl-CoA(4-). C[C@H](CCC(=O)C(C)C(=O)SCCNC(=O)CCNC(=O)[C@@H](C(C)(C)COP(=O)(O)OP(=O)(O)OC[C@@H]1[C@H]([C@H]([C@@H](O1)N2C=NC3=C(N=CN=C32)N)O)OP(=O)(O)O)O)[C@H]4CC[C@@H]5[C@@]4(CC[C@H]6[C@H]5[C@@H](C[C@H]7[C@@]6(CC[C@H](C7)O)C)O)C